2'-(4-cyclopropyl-6-methoxypyrimidin-5-yl)-4'-(4-(1-ethyl-4-(trifluoromethyl)-1H-imidazol-2-yl)-3-fluorobenzyl)-4',5'-dihydro-7'H-spiro[cyclopropane-1,6'-pyrazolo[1,5-a]pyrimidine] C1(CC1)C1=NC=NC(=C1C1=NN2C(N(CC3(C2)CC3)CC3=CC(=C(C=C3)C=3N(C=C(N3)C(F)(F)F)CC)F)=C1)OC